FC=1C=C2C(=C(/C(/C2=CC1)=C/C=1C=NC(=C(C1)C)OC1=CC=C(C=C1)F)C)CC(=O)NO 2-[(1Z)-5-fluoro-1-{[6-(4-fluorophenoxy)-5-methylpyridin-3-yl]methylidene}-2-methyl-1H-inden-3-yl]-N-hydroxyacetamide